FC1=CC=C(C=C1)N(C(=O)[C@H]1NCC1)C (S)-N-(4-fluorophenyl)-N-methylazetidine-2-carboxamide